(5-(1-((4-acetamidophenyl)sulfonyl)-1,2,5,6-tetrahydropyridin-4-yl)-3-hydroxy-pyridine-2-carbonyl)glycine C(C)(=O)NC1=CC=C(C=C1)S(=O)(=O)N1CC=C(CC1)C=1C=C(C(=NC1)C(=O)NCC(=O)O)O